CC=1C=CC2=C(CC(O2)CNC(=O)C2(CC3=CC=CC=C3C2)CC(=O)O)C1 2-[2-[(5-methyl-2,3-dihydrobenzofuran-2-yl)methylcarbamoyl]indan-2-yl]acetic acid